C(C)(C)(C)OC(=O)NCC1=NOC(C1)(C(=O)OCC)C(C)C ethyl 3-(((tert-butoxycarbonyl)amino)methyl)-5-isopropyl-4,5-dihydroisoxazole-5-carboxylate